ClC=1C=C(C=CC1Cl)NC(=O)N1[C@@H]2CC[C@H]1CC=1N=C(N=CC12)C (5R,8S)-N-(3,4-dichlorophenyl)-2-methyl-6,7,8,9-tetrahydro-5H-5,8-epiminocyclohepta[d]-pyrimidine-10-carboxamide